NC(C(=O)N1CCN(CC1)CC(=O)N(CC#C)C)(C)C 2-(4-(2-amino-2-methylpropionyl)piperazin-1-yl)-N-methyl-N-(prop-2-yn-1-yl)acetamide